NC1=C(C=C(C(=O)N)C=C1)OCCC(OC)OC 4-amino-3-(3,3-dimethoxypropoxy)benzamide